CC=1C=C(C=CC1C)C(NC(CN1C(NC2=CC=CC=C2C1=O)=O)=O)C1=CC=CC=C1 N-[(3,4-Dimethylphenyl)phenylmethyl]-1,4-dihydro-2,4-dioxo-3(2H)-quinazolineacetamide